BrC1=NN2C(N=C(C=C2)Cl)=C1C#N Bromo-5-chloro-pyrazolo[1,5-a]pyrimidine-3-carbonitrile